1H,1'H-[4,4'-biimidazole]-1,1'-diylbis{[3-(propan-2-yl)-1H-pyrazolo[3,4-b]pyridine-4,1-diyl]}bis(3-ethylbenzamide) N1(C(=NC=C1)C=1N(C=CN1)C1=C2C(=NC=C1)N(N=C2C(C)C)C2=C(C=C(C(=O)N)C=C2)CC)C2=C1C(=NC=C2)N(N=C1C(C)C)C1=C(C=C(C(=O)N)C=C1)CC